2-ethylhexyl toluate C=1(C(=CC=CC1)C(=O)OCC(CCCC)CC)C